CC(C(=O)C1=CC=C(C(=O)O)C=C1)(C)C 4-(2,2-dimethylpropionyl)benzoic acid